7-Chloro-3,4-dihydro-1H-2,6-naphthyridine-2-carboxylic acid tert-butyl ester C(C)(C)(C)OC(=O)N1CC2=CC(=NC=C2CC1)Cl